COC=1C=CC2=C(C3NC(N(C(O2)(C3)C)C3=CC(=CC=C3)C(=O)N3CC2=CC=CC=C2CC3)=O)C1 8-methoxy-2-methyl-3-(3-(1,2,3,4-Tetrahydroisoquinoline-2-carbonyl)phenyl)-5,6-dihydro-2H-2,6-methanobenzo[g][1,3,5]oxadiazocine-4(3H)-one